C(C1=CC=CC=C1)N1C[C@@H](CC1)NC(=O)NC1=CC(=CC=C1)OC (R)-1-(1-benzylpyrrolidine-3-yl)-3-(3-methoxyphenyl)urea